CCCCCCCCCCCCCCCCCCCC(=O)OC[C@H](COP(=O)([O-])OCC[N+](C)(C)C)OC(=O)CCCCCCCCCCCCCCCCC The molecule is a phosphatidylcholine 38:0 in which the acyl groups at positions 1 and 2 are specified as eicosanoyl and octadecanoyl respectively. It derives from an icosanoic acid and an octadecanoic acid.